(4-morpholinyl-phenyl)-1-butanone N1(CCOCC1)C1=CC=C(C=C1)C(CCC)=O